C(CC#C)OC(=O)NCCCC[C@H](N)C(=O)O N6-((but-3-yn-1-yloxy)carbonyl)-lysine